ClC1=C(C(=CC=C1Cl)F)[C@@H](N)C1(CC2CC2C1)C (1S)-(2,3-dichloro-6-fluorophenyl)(3-methylbicyclo[3.1.0]hexan-3-yl)methanamine